COC1=CC=C(CSC=2C(=CC(N(C2)C)=O)C)C=C1 5-((4-methoxybenzyl)thio)-1,4-dimethylpyridin-2(1H)-one